bismuth linoleic acid C(CCCCCCC\C=C/C\C=C/CCCCC)(=O)O.[Bi]